3-(((1-methylpiperidin-4-yl)methyl)amino)pyrazine-2-carboxylic acid CN1CCC(CC1)CNC=1C(=NC=CN1)C(=O)O